NC1=NNC2=CC=C(C=C12)C1=CC(=NC=C1)NCCCCCO 5-((4-(3-amino-1H-indazol-5-yl)pyridin-2-yl)amino)pentan-1-ol